1-(9Z-nonadecenoyl)-2-(4Z,7Z,10Z,13Z,16Z,19Z-docosahexaenoyl)-glycero-3-phospho-(1'-sn-glycerol) CCCCCCCCC/C=C\CCCCCCCC(=O)OC[C@H](COP(=O)(O)OC[C@H](CO)O)OC(=O)CC/C=C\C/C=C\C/C=C\C/C=C\C/C=C\C/C=C\CC